1-[5-[3-(2-Benzyloxyethyl)triazol-4-yl]-3-pyridyl]-6-oxo-pyridazine-3-carboxylic acid C(C1=CC=CC=C1)OCCN1N=NC=C1C=1C=C(C=NC1)N1N=C(C=CC1=O)C(=O)O